(5-((3-((Boc)amino)propyl)amino)-5-oxopentyl)triphenyl-phosphonium bromide [Br-].C(=O)(OC(C)(C)C)NCCCNC(CCCC[P+](C1=CC=CC=C1)(C1=CC=CC=C1)C1=CC=CC=C1)=O